NC1C(CC(CC1)CC)N 1,2-diamino-4-ethylcyclohexane